(E)-tert-butyl (2-(3-methoxy-4-(methoxymethoxy)styryl)-5-methylbenzo[d]thiazol-6-yl)(methyl)carbamate COC=1C=C(/C=C/C=2SC3=C(N2)C=C(C(=C3)N(C(OC(C)(C)C)=O)C)C)C=CC1OCOC